2-(hydroxymethyl)-4-(isopropylamino)-5,5-dimethyl-7-(4-morpholinophenyl)-5,7-dihydro-6H-pyrrolo[2,3-d]pyrimidin-6-one OCC=1N=C(C2=C(N1)N(C(C2(C)C)=O)C2=CC=C(C=C2)N2CCOCC2)NC(C)C